NCCC(=O)N1[C@@H](CCC1)C(=O)OC1=C(C=C(C=C1)CNC(CCCC\C=C\C(C)C)=O)OC (E)-2-methoxy-4-[(8-methylnon-6-enamido)methyl]phenyl (3-aminopropanoyl)-L-prolinate